ClC1=CC=C(C=C1)C1=CC=C(N1C=1C=NC=CC1C(F)(F)F)C1=C(C=C(C(=O)NCCN(C)C)C=C1)OC 4-[5-(4-chlorophenyl)-1-[4-(trifluoromethyl)-3-pyridyl]pyrrol-2-yl]-N-[2-(dimethylamino)ethyl]-3-methoxy-benzamide